6-[6-(2-hexyldecanoyloxy)hexyl-(3-pyrrolidin-1-ylpropanoyl)amino]hexyl 2-hexyldecanoate C(CCCCC)C(C(=O)OCCCCCCN(C(CCN1CCCC1)=O)CCCCCCOC(C(CCCCCCCC)CCCCCC)=O)CCCCCCCC